[K+].[K+].C([C@H](O)[C@@H](O)C(=O)[O-])(=O)[O-] L-tartaric acid dipotassium salt